CC1=C(N=C2N1C=C(C=C2)OC2=NC(=CN=C2OCC(F)(F)F)C)C(=O)NC2(CCS(CC2)(=O)=O)C 3-methyl-N-(4-methyl-1,1-dioxo-thian-4-yl)-6-[6-methyl-3-(2,2,2-trifluoroethoxy)pyrazin-2-yl]oxy-imidazo[1,2-a]pyridine-2-carboxamide